Imidazole-Malate N1C(=NC=C1)C(C(C(=O)[O-])O)C(=O)[O-]